bis(salicylic acid) borate B(O)(O)O.C(C=1C(O)=CC=CC1)(=O)O.C(C=1C(O)=CC=CC1)(=O)O